1-(4-((2-(2,6-dioxopiperidin-3-yl)-1,3-dioxoisoindolin-5-yl)amino)butyl)-N4-(2-(((S)-2-methylpyrrolidin-1-yl)methyl)-1H-benzo[d]imidazol-5-yl)terephthalamide O=C1NC(CCC1N1C(C2=CC=C(C=C2C1=O)NCCCCC1(C(=O)N)CC=C(C(=O)NC2=CC3=C(NC(=N3)CN3[C@H](CCC3)C)C=C2)C=C1)=O)=O